ClC1=CC=C(C=C1)OC 2-chloro-5-methoxybenzene